FC(CN1C(=NC=2C1=NC(=CC2)C=2C=CN1N=C(N=CC12)NC1CC(N(CC1)C)=O)C)F 4-((5-(3-(2,2-Difluoroethyl)-2-methyl-3H-imidazo[4,5-b]pyridin-5-yl)pyrrolo[2,1-f][1,2,4]triazin-2-yl)amino)-1-methylpiperidin-2-one